2-[[3-(difluoromethyl)pyridine-2-carbonyl]amino]-4-[2-(1,1-dimethylethoxy)ethyl-[4-(5,6,7,8-tetrahydro-1,8-naphthyridin-2-yl)butyl]amino]butanoic acid FC(C=1C(=NC=CC1)C(=O)NC(C(=O)O)CCN(CCCCC1=NC=2NCCCC2C=C1)CCOC(C)(C)C)F